3,4,5,6,6-pentamethylheptan-2-ol CC(C(C)O)C(C(C(C)(C)C)C)C